1-tert-Butyl 3-ethyl 3-(4-methyl-3-(trifluoromethyl)phenethyl)piperidine-1,3-dicarboxylate CC1=C(C=C(CCC2(CN(CCC2)C(=O)OC(C)(C)C)C(=O)OCC)C=C1)C(F)(F)F